NC1=NC=CC=C1S(=O)(=O)NC(=O)C=1C(=NC(=CC1)C1=C(C=CC=C1)F)N1C(C[C@@H](C1)C)(C)C N-[(2-Amino-3-pyridyl)sulfonyl]-6-(2-fluorophenyl)-2-[(4S)-2,2,4-trimethylpyrrolidin-1-yl]pyridin-3-carboxamid